COC(CSC=1C(=NC(=CC1)Cl)NC(=O)OC(C)(C)C)=O 2-[[2-(tert-Butoxycarbonylamino)-6-chloro-3-pyridinyl]thio]acetic acid methyl ester